ClC1([C@H]([C@@H]1C1=CC(=CC(=C1)Cl)Cl)C(=O)NC=1C(=C(C=CC1)NC(C1=C(C=C(C=C1)F)F)=O)F)Cl N-(3-((1R,3R)-2,2-Dichloro-3-(3,5-dichlorophenyl)cyclopropane-1-carboxamido)-2-fluorophenyl)-2,4-difluorobenzamide